BrC=1C(=CC=C2N=CC(=NC12)C=1C=NN(C1)CC1CC(C1)(F)F)OC1=CC2=C(N=C(N2)C)C=C1 8-bromo-2-[1-[(3,3-difluorocyclobutyl)methyl]pyrazol-4-yl]-7-[(2-methyl-3H-benzimidazol-5-yl)oxy]quinoxaline